ClC(C(C)C1=CC=CC=C1)(C)C 3-chloro-3-methyl-2-phenylbutane